6-(2-(4-(2,4-dichlorophenyl)-5-(4-methyl-1H-imidazol-2-yl)pyrimidin-2-ylamino)ethylamino)nicotinonitrile ClC1=C(C=CC(=C1)Cl)C1=NC(=NC=C1C=1NC=C(N1)C)NCCNC1=NC=C(C#N)C=C1